tert-butylperoxy-3,5,5-trimethylhexanoate CC1=C(C(=C(C=C1)Cl)C)C(=O)O